1-{5-[2-fluoro-4-(trifluoromethyl)phenoxy]-1H-benzimidazol-1-yl}-2-methylPropan-2-ol FC1=C(OC2=CC3=C(N(C=N3)CC(C)(O)C)C=C2)C=CC(=C1)C(F)(F)F